C(C1=CC=CC=C1)N(C)C=1C(=NN2C1N=CC=C2C=2C=NNC2)C(=O)NC2=CC(=NC=C2)OC (benzyl-(methyl)amino)-N-(2-methoxypyridin-4-yl)-7-(1H-pyrazol-4-yl)pyrazolo[1,5-a]pyrimidine-2-carboxamide